CC(CN)CC(CC)N 2-methyl-1,4-hexanediamine